The molecule is the anion formed from 6,7-dimethyl-8-(1-D-ribityl)lumazine by removal of a proton from the nitrogen at position 3 (i.e. between the oxo groups). It is the major species at physiological pH. It has a role as a Saccharomyces cerevisiae metabolite and a cofactor. It is a conjugate base of a 6,7-dimethyl-8-(1-D-ribityl)lumazine. CC1=C(N(C2=NC(=NC(=O)C2=N1)[O-])C[C@@H]([C@@H]([C@@H](CO)O)O)O)C